FC1=C(C(=CC2=CC=C(C=C12)C1CCNCC1)O)N1CC(NS1(=O)=O)=O 5-[1-fluoro-3-hydroxy-7-(piperidin-4-yl)naphthalen-2-yl]-1λ6,2,5-thiadiazolidine-1,1,3-trione